methyl 3-(9-((4-(((tert-butoxycarbonyl)amino)methyl)-2,6-diisopropylphenyl)carbamoyl)-4,5-dihydrobenzo[b]thieno[2,3-d]oxepin-8-yl)-6-(propylcarbamoyl)picolinate C(C)(C)(C)OC(=O)NCC1=CC(=C(C(=C1)C(C)C)NC(=O)C1=CC2=C(OCCC3=C2SC=C3)C=C1C=1C(=NC(=CC1)C(NCCC)=O)C(=O)OC)C(C)C